3-(methylthio)1-propanol CSCCCO